C1=CC=CC=2C=CC=3N(C=4C=CC5=C(C4C3C21)C=CC=C5)CCCCP(O)(O)=O 4-(7H-dibenzo[c,g]carbazol-7-yl)butylphosphonic acid